C(#N)C1=NC=CC(=C1)NC1CCN(CC1)C(=O)OC(C)(C)C tert-butyl 4-[(2-cyanopyridin-4-yl)amino]piperidine-1-carboxylate